BrC=1C=C2C(=NC=NC2=C(C1)OC(F)(F)F)NC(C)C1=NC=CN=C1N1N=CC=N1 6-bromo-N-[1-[3-(triazol-2-yl)pyrazin-2-yl]ethyl]-8-(trifluoromethoxy)quinazolin-4-amine